N1(CCC1)C1=CC2=C(C=C(O2)C(=O)NS(=O)(=O)C2=C(C=CC(=C2)Br)OC(C)C)C(=C1)F 6-(azetidin-1-yl)-N-{5-bromo-2-[(propan-2-yl)oxy]benzene-1-sulfonyl}-4-fluoro-1-benzofuran-2-carboxamide